N-(4-Cyanophenyl)-3-(3-methyl-4-nitrophenyl)-2-(trifluoromethyl)oxazolidin-5-carboxamid C(#N)C1=CC=C(C=C1)NC(=O)C1CN(C(O1)C(F)(F)F)C1=CC(=C(C=C1)[N+](=O)[O-])C